2-[[4-[4-Morpholinyl]-6-[[(4-(methylsulfonylamino)phenyl)methyl]amino]-2-pyrimidinyl]amino]-4-methyl-5-thiazolecarboxylic acid, ethyl ester N1(CCOCC1)C1=NC(=NC(=C1)NCC1=CC=C(C=C1)NS(=O)(=O)C)NC=1SC(=C(N1)C)C(=O)OCC